C(#N)C1=NC2=CC(=CC(=C2N=C1N1CC2(CC2)C(C1)(F)F)[C@@H](C)NC1=C(C(=O)O)C=CC=C1)C (R)-2-((1-(2-cyano-3-(7,7-difluoro-5-azaspiro[2.4]heptan-5-yl)-7-methylquinoxalin-5-yl)ethyl)amino)benzoic acid